t-butyl (R)-2-methylaziridine-1-carboxylate CC1[N@@](C1)C(=O)OC(C)(C)C